2-{5-[methyl(2,2,6,6-tetramethylpiperidin-4-yl)amino]pyrazin-2-yl}-5-(1H-pyrazol-4-yl)phenol-Hydrobromid Br.CN(C=1N=CC(=NC1)C1=C(C=C(C=C1)C=1C=NNC1)O)C1CC(NC(C1)(C)C)(C)C